C/C(/C(=O)OCC)=C(/C)\C=1C=NC=CC1 Ethyl (2E)-2-methyl-3-(3-pyridinyl)-2-butenoate